2-fluoro-N-(6-(7-(hydroxymethyl)benzothiazol-6-yl)imidazo[1,2-a]pyridin-2-yl)cyclopropane-1-carboxamide FC1C(C1)C(=O)NC=1N=C2N(C=C(C=C2)C2=C(C3=C(N=CS3)C=C2)CO)C1